N1=NC(=NN=C1)C1=CC=C(C=C1)CN (1-[4-(1,2,4,5-Tetrazin-3-yl)phenyl])Methanamine